FC1=CC=C(C=C1)C1=CC=C(C=C1)CCCNC=1C2=C(N=C(N1)SC)SC(=C2)C N-(3-(4'-fluoro-[1,1'-biphenyl]-4-yl)propyl)-6-methyl-2-(methylsulfanyl)thieno[2,3-d]pyrimidin-4-amine